C(C(C)(C)C)(=O)OC1=C(C=C(C=C1)Br)NC(C(C)(C)C)=O 4-bromo-2-pivaloylaminophenyl pivalate